ethyl 5-methyl-4-oxo-7-(4-chlorophenyl)-4,7-dihydro-3H-pyrrolo[2,3-d]pyrimidine-6-carboxylate CC1=C(N(C=2N=CNC(C21)=O)C2=CC=C(C=C2)Cl)C(=O)OCC